CN(C)CCCNC(C=C)=O N-(3-(N,N-dimethylamino)propyl)acrylamide